IC=1C(=NC(=NC1OC)N(C(OC(C)(C)C)=O)C)OC tert-butyl (5-iodo-4,6-dimethoxypyrimidin-2-yl)(methyl)carbamate